COCN1C(N(C2C1N(C(N2COC)=O)COC)COC)=O tetrahydro-1,3,4,6-tetrakis(methoxymethyl)-imidazo[4,5-d]imidazole-2,5(1h,3h)-dione